fluorene-2,7-diol C1=C(C=CC=2C3=CC=C(C=C3CC12)O)O